β-ethoxypropyl cyanoacrylate C(#N)C(C(=O)OCC(C)OCC)=C